C1(CC1)C=1N=NN(C1)[C@H](C(=O)N1[C@@H](C[C@H](C1)O)C(=O)NCC(F)(F)F)C(C)(C)C (2S,4R)-1-((S)-2-(4-cyclopropyl-1H-1,2,3-triazol-1-yl)-3,3-dimethylbutanoyl)-4-hydroxy-N-(2,2,2-trifluoroethyl)pyrrolidine-2-carboxamide